ethyl (S)-5-(2-((tert-butoxycarbonyl) amino)-3-phenylpropionamido)-1H-indole-2-carboxylate C(C)(C)(C)OC(=O)N[C@H](C(=O)NC=1C=C2C=C(NC2=CC1)C(=O)OCC)CC1=CC=CC=C1